2-chloro-5-[2-fluoro-5-(trifluorometh-oxy)phenyl]-4-hydroxybenzonitrile ClC1=C(C#N)C=C(C(=C1)O)C1=C(C=CC(=C1)OC(F)(F)F)F